hydroxy-L-neuraminic acid OC1C(C(O)=O)(O)O[C@@H]([C@H]([C@@H]1O)N)[C@@H](O)[C@@H](O)CO